CS(=O)(=O)N1CCC(CC1)NC1=NC=C(C(=N1)C=1SC(=CN1)C1(CCC1)O)C(F)(F)F 1-(2-(2-((1-(methylsulfonyl)piperidin-4-yl)amino)-5-(trifluoromethyl)pyrimidin-4-yl)thiazol-5-yl)cyclobutan-1-ol